7-bromo-4-(oxetan-3-yl)-3,4-dihydrothieno[2,3-f][1,4]thiazepin-5(2H)-one 1,1-dioxide BrC1=CC2=C(C(N(CCS2(=O)=O)C2COC2)=O)S1